C(C1CO1)OCCC[Si](OCC)(OCC)OCC 3-Glycidoxypropyl-triethoxysilan